COC1=CC=C(C=C1)C1=NOC(=N1)N1CCC(CC1)C(=O)NCC1CN(CC1)C[C@@H]1N(CCCC1)C(=O)OC(C)(C)C Tert-butyl (2R)-2-((3-((1-(3-(4-methoxyphenyl)-1,2,4-oxadiazol-5-yl)piperidine-4-carboxamido)methyl)pyrrolidin-1-yl)methyl)piperidine-1-carboxylate